NC[SiH2]C(OC)OC Aminomethyl-dimethoxymethylsilan